CC1=NN(C(C1C(=O)OC1=CC=C(C=C1)[N+](=O)[O-])=O)C1=CC2=C(C=N1)C=CN2S(=O)(=O)C2=CC=CC=C2 4-nitrophenyl 3-methyl-5-oxo-1-(1-(phenylsulfonyl)-1H-pyrrolo[3,2-c]pyridin-6-yl)-4,5-dihydro-1H-pyrazole-4-carboxylate